C(C)(C)C(C(=O)OCCCCC)C(C(=O)OCCCCC)C(C)C dipentyl 2,3-diisopropylsuccinate